BrC1=CC(=C(C=C1)C1NCCOC1)C 3-(4-bromo-2-methylphenyl)morpholine